C(C)C=1C=C2C3(CC(OC2=CC1O)=O)CC(OC1=CC(=C(C=C13)CC)O)=O 6,6'-diethyl-7,7'-dihydroxy-4,4'-spirobi[chromane]-2,2'-dione